Cl.NCCOCCOCCOCCOCCC(=O)N1CC2=CC(=CC=C2CC1)NC1=NC=C2C(=N1)N(N=C2NC2=C(C=CC=C2C)C)C 1-amino-15-(7-((3-((2,6-dimethylphenyl)amino)-1-methyl-1H-pyrazolo[3,4-d]pyrimidin-6-yl)amino)-3,4-dihydroisoquinolin-2(1H)-yl)-3,6,9,12-tetraoxapentadecan-15-one hydrochloride